2-(2-fluoro-4-methoxy-5-methyl-phenyl)-4-[[5-(4-hydroxy-1-piperidyl)-2-pyridyl]amino]-6H-1,6-naphthyridin-5-one FC1=C(C=C(C(=C1)OC)C)C1=NC=2C=CNC(C2C(=C1)NC1=NC=C(C=C1)N1CCC(CC1)O)=O